5-fluoro-3,3-dimethyl-1-(5-nitropyridin-2-yl)indoline 5-cyclopropyl-1H-pyrazole-2-carboxylate C1(CC1)C1=CCN(N1)C(=O)O.FC=1C=C2C(CN(C2=CC1)C1=NC=C(C=C1)[N+](=O)[O-])(C)C